tert-butyl 3-[1-(2,6-dioxopiperidin-3-yl)-3-methyl-2-oxo-2,3-dihydro-1H-1,3-benzodiazol-5-yl]propanoate O=C1NC(CCC1N1C(N(C2=C1C=CC(=C2)CCC(=O)OC(C)(C)C)C)=O)=O